2-(4-fluorobenzyl)-4-(4-(4-methoxyphenyl)piperidin-1-yl)isoxazolidin-3-one Benzyl-(2S,3R)-3-(benzyloxy)-2-(1,6-dioxo-2,7-diazaspiro[3.5]nonan-2-yl)butanoate C(C1=CC=CC=C1)OC([C@H]([C@@H](C)OCC1=CC=CC=C1)N1C(C2(C1)CC(NCC2)=O)=O)=O.FC2=CC=C(CN1OCC(C1=O)N1CCC(CC1)C1=CC=C(C=C1)OC)C=C2